glutamic acid lysine salt N[C@@H](CCCCN)C(=O)O.N[C@@H](CCC(=O)O)C(=O)O